FC1(OC=2C(=CC3=C(N=C(S3)N)C2)O1)F 2,2-difluoro-[1,3]dioxolo[4',5':4,5]benzo[1,2-d]thiazol-6-amine